C12CN(CC(CC1)O2)C=2SC1=C(N2)C=CC(=C1)N 2-(8-oxa-3-azabicyclo[3.2.1]octan-3-yl)benzo[d]thiazol-6-amine